1-(3-hydroxypyrrolidin-1-yl)-2-(2-((6-(pyridin-4-yl)benzo[d]thiazol-2-yl)-amino)pyridin-4-yl)-ethanone OC1CN(CC1)C(CC1=CC(=NC=C1)NC=1SC2=C(N1)C=CC(=C2)C2=CC=NC=C2)=O